FC=1C=2N(C=C(C1)NC(=O)C=1C=CC(=C3C=CC(=NC13)OCCOC)N1CC(CC1)N(C(OC(C)(C)C)=O)C)C=C(N2)C tert-butyl N-{1-[8-({8-fluoro-2-methylimidazo[1,2-a]pyridin-6-yl} carbamoyl)-2-(2-methoxyethoxy) quinolin-5-yl] pyrrolidin-3-yl}-N-methylcarbamate